2-fluoro-6-(2-methoxyethoxy)-4-(6-(6-((6-methoxypyridin-3-yl)methyl)-3,6-diazabicyclo[3.1.1]heptan-3-yl)pyridin-3-yl)pyrazolo[1,5-a]pyridine-3-carbonitrile FC1=NN2C(C(=CC(=C2)OCCOC)C=2C=NC(=CC2)N2CC3N(C(C2)C3)CC=3C=NC(=CC3)OC)=C1C#N